CN(C=1C=CC2=CC3=CC=C(C=C3N=C2C1)C=1N=NC(=NN1)C1=NC=CC=C1)C N,N-dimethyl-6-(6-(pyridine-2-yl)-1,2,4,5-tetrazine-3-yl)acridine-3-amine